diisopentyl-bis-(2-methoxyethoxy)silane C(CC(C)C)[Si](OCCOC)(OCCOC)CCC(C)C